C1(CC1)C1=NN(C=N1)C1CC2(CN(C2)C(=O)N2CC3(C2)CC(C3)CN3N=NC(=C3)C(F)(F)F)C1 [6-(3-cyclopropyl-1,2,4-triazol-1-yl)-2-azaspiro[3.3]heptan-2-yl]-[6-[[4-(trifluoromethyl)triazol-1-yl]methyl]-2-azaspiro[3.3]heptan-2-yl]methanone